3-(methacryloyloxymethyl)-2-trifluoromethyloxetane C(C(=C)C)(=O)OCC1C(OC1)C(F)(F)F